1-tert-butyl 3-ethyl 6-methylideneazepane-1,3-dicarboxylate C=C1CCC(CN(C1)C(=O)OC(C)(C)C)C(=O)OCC